BrC=1C(=C(C=CC1)[C@H]1OC2=C(C1)C=C(C=C2)C(F)(F)F)F (S)-2-(3-bromo-2-fluorophenyl)-5-(trifluoromethyl)-2,3-dihydrobenzofuran